2-(1-prop-2-enoxyethyl)oxirane C(C=C)OC(C)C1OC1